CC(CC1=CC(=C(C=C1)CCC=O)C)C 3-(4-(2-methyl-propyl)-2-methylphenyl)propanal